N-[(1S)-2-[[5-(5-ethyl-3-methyl-1H-pyrazol-4-yl)-6-fluoro-2-pyridyl]amino]-1-(4-methylcyclohexyl)-2-oxo-ethyl]-2-propyl-pyrazole-3-carboxamide C(C)C1=C(C(=NN1)C)C=1C=CC(=NC1F)NC([C@H](C1CCC(CC1)C)NC(=O)C=1N(N=CC1)CCC)=O